2-phenethyl-2,3-dihydro-phthalazine-1,4-dione C(CC1=CC=CC=C1)N1C(C2=CC=CC=C2C(N1)=O)=O